methyl-N,N'-di-sec-butyl-p-phenylenediamine CN(C1=CC=C(C=C1)NC(C)CC)C(C)CC